(4R,5R,6S)-3-[(3S,5S)-5-[(3-carboxyphenyl)carbamoyl]pyrrolidin-3-yl]thio-6-(1R-hydroxyethyl)-4-methyl-7-oxo-1-azabicyclo[3.2.0]hept-2-ene-2-carboxylic acid monosodium salt [Na+].C(=O)([O-])C=1C=C(C=CC1)NC(=O)[C@@H]1C[C@@H](CN1)SC1=C(N2C([C@@H]([C@@H]2[C@H]1C)[C@@H](C)O)=O)C(=O)O